BrC=1C=C(C=C2C(=CC(=NC12)N1CCC(CC1)OC)C#N)C 8-bromo-2-(4-methoxypiperidin-1-yl)-6-methylquinoline-4-carbonitrile